C(C)OC=1C=C(C=CC1OC)C=1C=C(C=NC1C)C=1CB(OC1)O 4-(5-(3-Ethoxy-4-methoxyphenyl)-6-methylpyridin-3-yl)-1,2-oxaborole-2-ol